N1CCC(CC1)CCC1CCN(CC1)C1=CC=C(NC2C(NC(CC2)=O)=O)C=C1 3-[4-[4-[2-(4-piperidinyl)ethyl]-1-piperidinyl]anilino]piperidine-2,6-dione